2-(4-(2-((3-(Bis(2-hydroxytetradecyl)amino)butyl)disulfaneyl)ethyl)piperazin-1-yl)ethyl 5-(bis(2-hydroxydodecyl)amino)pentanoate OC(CN(CCCCC(=O)OCCN1CCN(CC1)CCSSCCC(C)N(CC(CCCCCCCCCCCC)O)CC(CCCCCCCCCCCC)O)CC(CCCCCCCCCC)O)CCCCCCCCCC